COC1CCN(CC1)C 4-methoxy-N-methylpiperidine